tert-butyl 2-(((2-(2,6-dioxopiperidin-3-yl)-1,3-dioxoisoindolin-4-yl)amino)methyl)-7-azaspiro[3.5]nonane-7-carboxylate O=C1NC(CCC1N1C(C2=CC=CC(=C2C1=O)NCC1CC2(C1)CCN(CC2)C(=O)OC(C)(C)C)=O)=O